FC(C1=CC=C2C(=N1)C1(C(N2)=O)CCNCC1)F 5'-(difluoromethyl)spiro[piperidine-4,3'-pyrrolo[3,2-b]pyridin]-2'(1'H)-one